3-azido-1H-1,2,4-triazol-5-amine N(=[N+]=[N-])C1=NNC(=N1)N